dl-2,4-dimethylvaleronitrile CC(C#N)CC(C)C